C1(CC1)C=1N=C2N(C=C(C(=C2)OC2CC(C2)C(F)F)C(=O)NC=2C(N(C=CC2)C(F)F)=O)C1 2-Cyclopropyl-N-(1-(difluoromethyl)-2-oxo-1,2-dihydropyridin-3-yl)-7-(3-(difluoromethyl)cyclobutoxy)imidazo[1,2-a]pyridine-6-carboxamide